1,2-dioleoyloxy-3-(dimethylamino)acetyloxy-propane tert-butyl-(4-((2-((6-ethylpyrazin-2-yl)amino)pyridin-4-yl)methoxy)naphthalen-1-yl)carbamate C(C)(C)(C)N(C(O)=O)C1=CC=C(C2=CC=CC=C12)OCC1=CC(=NC=C1)NC1=NC(=CN=C1)CC.C(CCCCCCC\C=C/CCCCCCCC)(=O)OCC(COC(CN(C)C)=O)OC(CCCCCCC\C=C/CCCCCCCC)=O